(7R,8aS)-7-(2,3-dichloro-6-hydroxyphenyl)-2-[(3S)-4,4-difluoro-3-hydroxybutanoyl]hexahydropyrrolo[1,2-a]pyrazin-4-one ClC1=C(C(=CC=C1Cl)O)[C@H]1C[C@@H]2N(C(CN(C2)C(C[C@@H](C(F)F)O)=O)=O)C1